N-{(2S,3R)-4,4-difluoro-1-((2S)-oxetane-2-carbonyl)-2-[(2,3',5'-trifluoro[1,1'-biphenyl]-3-yl)methyl]pyrrolidin-3-yl}ethanesulfonamide FC1([C@@H]([C@@H](N(C1)C(=O)[C@H]1OCC1)CC=1C(=C(C=CC1)C1=CC(=CC(=C1)F)F)F)NS(=O)(=O)CC)F